(6-(2-((4,4-difluorocyclohexyl)amino)pyrrolo[2,1-f][1,2,4]triazin-5-yl)imidazo[1,2-a]pyridin-3-yl)(pyrrolidin-1-yl)methanone FC1(CCC(CC1)NC1=NN2C(C=N1)=C(C=C2)C=2C=CC=1N(C2)C(=CN1)C(=O)N1CCCC1)F